1-[3-[4-[3,5-Bis(trifluoromethyl)phenyl]piperidine-1-carbonyl]-1,4,5,7-tetrahydropyrazolo[3,4-c]pyridin-6-yl]ethanone FC(C=1C=C(C=C(C1)C(F)(F)F)C1CCN(CC1)C(=O)C1=NNC=2CN(CCC21)C(C)=O)(F)F